5-[2-[2-(2-bromoethoxy)ethoxy]ethoxymethyl]bicyclo[2.2.1]hept-2-ene BrCCOCCOCCOCC1C2C=CC(C1)C2